Cl.O[C@H]1C[C@H](NC1)C(=O)OCC ethyl (2S,4S)-4-hydroxytetrahydropyrrole-2-carboxylate hydrochloride